N-[3-chloro-2-(2-fluoro-5-methoxy-benzoyl)phenyl]acetamide ClC=1C(=C(C=CC1)NC(C)=O)C(C1=C(C=CC(=C1)OC)F)=O